(R)-(2-((2-((9-methoxy-1,2,4a,5-tetrahydro-4H-benzo[b][1,4]oxazino[4,3-d][1,4]oxazin-8-yl)amino)-7H-pyrrolo[2,3-d]pyrimidin-4-yl)amino)phenyl)dimethylphosphine oxide COC1=CC2=C(OC[C@@H]3N2CCOC3)C=C1NC=1N=C(C3=C(N1)NC=C3)NC3=C(C=CC=C3)P(C)(C)=O